FC=1C=CC=C2/C(/C(NC12)=O)=C/1\C(N(/C(/S1)=N/C1=CC=CC=C1)C1=CC=CC=C1)=O (Z)-5-((Z)-7-fluoro-2-oxoindolin-3-ylidene)-3-phenyl-2-(phenylimino)-thiazolidin-4-one